2-[6-[(4aS,8aR)-6-methyl-3,4a,5,7,8,8a-hexahydro-2H-pyrido[4,3-b][1,4]oxazin-4-yl]-4-methyl-pyridazin-3-yl]-5-methyl-phenol CN1C[C@H]2[C@H](OCCN2C2=CC(=C(N=N2)C2=C(C=C(C=C2)C)O)C)CC1